CC=1SC2=C(N(C=3C(N(N=CC32)CC=3C=C(C(=O)O)C=CC3)=O)C)N1 3-((2,4-Dimethyl-5-oxo-4H-thiazolo[5',4':4,5]pyrrolo[2,3-d]pyridazin-6(5H)-yl)methyl)benzoic acid